C(=O)(O)C1(C2C=CC(C1)C2)CC 5-carboxy-5-ethyl-bicyclo[2.2.1]hept-2-ene